1-[4-(2,3-Dimethylphenyl)piperazin-1-yl]-2-{3-[4-hydroxy-4-(hydroxymethyl)piperidin-1-carbonyl]-5,6-dihydrocyclopenta[c]pyrazol-1(4H)-yl}ethan-1-on CC1=C(C=CC=C1C)N1CCN(CC1)C(CN1N=C(C2=C1CCC2)C(=O)N2CCC(CC2)(CO)O)=O